C(CCCCCC(C)C)C(C(=O)O)OC1=CC=CC=C1 iso-nonyl-phenoxyacetic acid